3-[6-fluoro-5-[4-[[4-[[4-[6-[5-(1-methylcyclopropoxy)-1H-indazol-3-yl]pyrimidin-4-yl]piperazin-1-yl]methyl]cyclohexyl]methyl]piperazin-1-yl]-1-oxo-isoindolin-2-yl]piperidine-2,6-dione FC1=C(C=C2CN(C(C2=C1)=O)C1C(NC(CC1)=O)=O)N1CCN(CC1)CC1CCC(CC1)CN1CCN(CC1)C1=NC=NC(=C1)C1=NNC2=CC=C(C=C12)OC1(CC1)C